FC(COC=1N=CC=2N(C1)C(=CN2)C2=CC=CC(=N2)N[C@H]2CNCC21CC1)(F)F (R)-N-(6-(6-(2,2,2-trifluoroethoxy)imidazo[1,2-a]pyrazin-3-yl)pyridin-2-yl)-5-azaspiro[2.4]heptan-7-amine